FC1=C(C=CC(=C1)F)[C@@](CC(=O)NC1(CC1)C1=NC(=CC=C1)OCC(F)(F)F)(C)O (S)-3-(2,4-difluorophenyl)-3-hydroxy-N-(1-(6-(2,2,2-trifluoroethoxy)pyridin-2-yl)cyclopropyl)butanamide